FC1=CC=C(C=C1)C=1C=C2C=NCN(C2=C(C1)OC)CC=1C=NC(=NC1)C 6-(4-Fluorophenyl)-8-methoxy-N-((2-methylpyrimidin-5-yl)methyl)quinazolin